C(#C)C1=CC=C(S1)CN1CCOCC1 4-((5-ethynyl-thiophen-2-yl)methyl)morpholine